(R)-3-(isoquinolin-4-yl)-1-(2-methoxy-4-(trifluoromethyl)phenyl)-2-oxoimidazoline-4-carbonitrile C1=NC=C(C2=CC=CC=C12)N1C(N(C[C@@H]1C#N)C1=C(C=C(C=C1)C(F)(F)F)OC)=O